BrC1=CC=C2C=NN(C2=C1OC(F)(F)Br)CC 6-Bromo-7-(bromodifluoromethoxy)-1-ethyl-1H-indazole